ClC=1C=C(C=CC1)C1C(C1)C(=O)NC1=NC=CC(=N1)NCC=1N=C2N(C=C(C=C2)C2CC2)C1 2-(3-chlorophenyl)-N-(4-(((6-cyclopropylimidazo[1,2-a]pyridin-2-yl)methyl)amino)pyrimidin-2-yl)cyclopropane-1-carboxamide